FC1(CCC(CC1)[C@H](NC(=O)C1C(C1)C(F)(F)F)C=1OC2=C(N1)C=C(C=C2)[C@@H](COC)N2C(N[C@@H](C2)C(F)(F)F)=O)F N-((S)-(4,4-difluorocyclohexyl)(5-((S)-2-methoxy-1-((S)-2-oxo-4-(trifluoromethyl)imidazolidin-1-yl)ethyl)benzo[d]oxazol-2-yl)methyl)-2-(trifluoromethyl)cyclopropane-1-carboxamide